C[C@@H]1N(CC1)C=1C=2N(C=C(N1)C=1C=NN(C1)CC(=O)N1CCN(CC1)C(=O)OC(C)(C)C)C=CN2 tert-butyl 4-[2-[4-[8-[(2S)-2-methylazetidin-1-yl]imidazo[1,2-a]pyrazin-6-yl]pyrazol-1-yl]acetyl]piperazine-1-carboxylate